(3-(1-methyl-1H-1,2,3-triazol-4-yl)phenyl)carbamic acid tert-butyl ester C(C)(C)(C)OC(NC1=CC(=CC=C1)C=1N=NN(C1)C)=O